N'-(4-methylbenzylidene)-pyrido[3,4-b]Indole-1-carboxylic acid hydrazide CC1=CC=C(C=NNC(=O)C2=NC=CC3=C2NC2=CC=CC=C32)C=C1